6-bromo-3-(5-(cyclopropylsulfonyl)-1-((2-(trimethylsilyl)ethoxy)methyl)-1,4,5,6-Tetrahydropyrrolo[3,4-d]imidazol-2-yl)-1-((2-(trimethylsilyl)ethoxy)methyl)-1H-indazole BrC1=CC=C2C(=NN(C2=C1)COCC[Si](C)(C)C)C1=NC2=C(N1COCC[Si](C)(C)C)CN(C2)S(=O)(=O)C2CC2